(1-(2,3-dichlorophenyl)-5-(2,8-diazaspiro[4.5]decan-8-yl)-1H-indol-4-yl)methanol ClC1=C(C=CC=C1Cl)N1C=CC2=C(C(=CC=C12)N1CCC2(CCNC2)CC1)CO